2-(4,5-dichloro-2-methoxyphenyl)acetonitrile ClC1=CC(=C(C=C1Cl)CC#N)OC